3-chloro-2-methylimidazo[1,2-b]pyridazine-6-sulfonyl chloride ClC1=C(N=C2N1N=C(C=C2)S(=O)(=O)Cl)C